p-hydroxy-α-methyl-styrene OC1=CC=C(C(=C)C)C=C1